N-(4-methoxyphenyl)pivaloamide COC1=CC=C(C=C1)NC(C(C)(C)C)=O